1-(4-fluorobenzyl)-1H-indol FC1=CC=C(CN2C=CC3=CC=CC=C23)C=C1